5-chloro-2-{[(2-cyclobutyl-2,2-difluoroethyl)amino]methyl}-7,8-dihydro-6H-spiro[[1,3]oxazolo[5,4-f]quinazoline-9,1'-cyclohexan]-7-one ClC=1C=C2C(=C3C1NC(NC31CCCCC1)=O)OC(=N2)CNCC(F)(F)C2CCC2